gamma-methacryloxypropyl-trimethyl-(ethyl)oxysilane (1S,3R)-3-(3-{[(1-methyl-1H-1,2,3-triazol-5-yl)-carbonyl]amino}-1H-pyrazol-5-yl)cyclopentyl-propan-2-ylcarbamate CN1N=NC=C1C(=O)NC1=NNC(=C1)[C@H]1C[C@H](CC1)N(C(O)=O)C(C)C.C(C(=C)C)(=O)OCCCC[Si](OCC)(C)C